6-bromo-5-cyclopropyl-N,N-bis[(4-methoxyphenyl)methyl]-4-methyl-pyridin-2-amine BrC1=C(C(=CC(=N1)N(CC1=CC=C(C=C1)OC)CC1=CC=C(C=C1)OC)C)C1CC1